CC(=CCCC)O methyl-pentenol